5-(7-(4-(4-(8-(3,5-difluoro-4-(morpholinomethyl)phenyl)quinoxalin-2-yl)-1H-pyrazol-1-yl)piperidin-1-yl)heptyl)-2-(2,6-dioxopiperidin-3-yl)isoindoline-1,3-dione FC=1C=C(C=C(C1CN1CCOCC1)F)C=1C=CC=C2N=CC(=NC12)C=1C=NN(C1)C1CCN(CC1)CCCCCCCC=1C=C2C(N(C(C2=CC1)=O)C1C(NC(CC1)=O)=O)=O